ClC(CC(F)(F)F)C1=CC(=NC=C1)NC(OC(C)(C)C)=O tert-butyl (4-(1-chloro-3,3,3-trifluoropropyl)pyridin-2-yl)carbamate